tert-butyl N-[2-[[2-(1-adamantyl)acetyl]amino]-5-[(2-phenylacetyl)amino]-4-pyridyl]carbamate C12(CC3CC(CC(C1)C3)C2)CC(=O)NC2=NC=C(C(=C2)NC(OC(C)(C)C)=O)NC(CC2=CC=CC=C2)=O